(S)-2-(1-(5-(trifluoromethyl)pyridin-2-yl)pyrrolidin-3-yloxy)benzonitrile FC(C=1C=CC(=NC1)N1C[C@H](CC1)OC1=C(C#N)C=CC=C1)(F)F